thiomorpholin-yl sulfoxide N1(CCSCC1)S(=O)N1CCSCC1